N-(4-bromo-2-chlorobenzyl)acetamide BrC1=CC(=C(CNC(C)=O)C=C1)Cl